(Phenylmethyl) (E)-3-[1-(hydroxymethyl)-4-bicyclo[2.2.2]octanyl]-2-propenoate OCC12CCC(CC1)(CC2)/C=C/C(=O)OCC2=CC=CC=C2